ClC=1C(=NC(=NC1)NC1CC(C1)(F)F)C1=CC=C2CN(C(C2=C1)=O)[C@@H](C(=O)N[C@H](CO)C1=NC(=CC=C1)OC)C (2R)-2-(6-{5-chloro-2-[(3,3-difluorocyclobutyl)amino]pyrimidin-4-yl}-1-oxo-2,3-dihydro-1H-isoindol-2-yl)-N-[(1S)-2-hydroxy-1-(6-methoxypyridin-2-yl)ethyl]propanamide